C1(=CC=CC=C1)S(=O)(=O)OC1=C(C=CC=C1)NC(=O)NC1=C(C=CC=C1)OS(=O)(=O)C1(CC=C(C=C1)C)C N-[2-(benzenesulfonyloxy)phenyl]-N'-[2-(p-xylenesulfonyloxy)phenyl]urea